C(CC)OC(CCCCCC\C=C/CCO)OCCC (3Z)-11,11-dipropoxy-3-undecene-1-ol